methyl 6-[(4-cyano-3-{4-ethanesulfonamido-3-[(1S)-1-(4-fluorophenyl) ethoxy]phenyl}-1-{[2-(trimethylsilyl)ethoxy]methyl}-1H-pyrazol-5-yl)amino]pyridine-3-carboxylate C(#N)C=1C(=NN(C1NC1=CC=C(C=N1)C(=O)OC)COCC[Si](C)(C)C)C1=CC(=C(C=C1)NS(=O)(=O)CC)O[C@@H](C)C1=CC=C(C=C1)F